O1C=NN=C1 1-oxa-3,4-diazole